4-(7,7-dimethyl-5,6,7,8-tetrahydro-3-quinolylamino)-2-{3-methoxy-4-[(1r,3r)-3-(dimethylamino)cyclobutoxy]phenylamino}pyrimidine CC1(CCC=2C=C(C=NC2C1)NC1=NC(=NC=C1)NC1=CC(=C(C=C1)OC1CC(C1)N(C)C)OC)C